ClC1=NC(=CC=C1C(=O)NS(=O)(=O)C=1C=CC(=NC1)CCCCCC1CC(N(C1)C(=O)OC(C)(C)C)(C)C)N1N=C(C=C1)OCCC1(CC1)C(F)(F)F tert-Butyl 4-[5-[5-[[2-chloro-6-[3-[2-[1-(trifluoromethyl)cyclopropyl]ethoxy]pyrazol-1-yl]pyridine-3-carbonyl]sulfamoyl]-2-pyridyl]pentyl]-2,2-dimethyl-pyrrolidine-1-carboxylate